ClC1=C(C=CC=C1C1C(NC(CC1)=O)=O)C1=CC=C(C=C1)CN1N(C=CC1=O)C 3-(2-chloro-4'-((2-methyl-5-oxo-2,5-dihydro-1H-pyrazol-1-yl)methyl)-[1,1'-biphenyl]-3-yl)piperidine-2,6-dione